C(C1=CC=CC=C1)OC(=O)NC1CN(CCCC1=C)C(=O)OCC1=CC=CC=C1 benzyl 3-(((benzyloxy) carbonyl) amino)-4-methyleneazepane-1-carboxylate